P(=O)(O)(O)O[C@@H]([C@H](N)C(=O)O)C anti-phosphothreonine